8-(methyl)adenine CC1=NC2=NC=NC(=C2N1)N